4-(1-(5-Bromopyridin-2-yl)-2,2,2-trifluoroethyl)-1-oxa-9-thia-4-azaspiro[5.5]undecan-5-one 9,9-dioxide BrC=1C=CC(=NC1)C(C(F)(F)F)N1CCOC2(C1=O)CCS(CC2)(=O)=O